FC=1C=C2C=C(C=NC2=CC1F)NC1=NC(=NC=C1)NC=1C=NC(=C(C1)OC)N1CCN(CC1)C 4-(6,7-difluoro-3-quinolylamino)-2-[5-methoxy-6-(4-methyl-1-piperazinyl)-3-pyridylamino]pyrimidine